CO[C@@H]1C[C@@H](CC1)N (1R,3S)-3-methoxycyclopentan-1-amine